C(C)N(C1CN(CC1)C1CC2=CN(N=C2CC1)C1=NC=CC=C1)C 5-(3-(ethyl(methyl)amino)pyrrolidin-1-yl)-2-(pyridin-2-yl)-4,5,6,7-tetrahydro-2H-indazole